2-((4-Bromophenyl)thio)-N,N-dimethylethan-1-amine BrC1=CC=C(C=C1)SCCN(C)C